CN1C=2C=NC(=NC2N(C(C1=O)=O)C1CCC2(COC2)CC1)NC1=CC=2C(=NSN2)C=C1C 5-methyl-2-((6-methylbenzo[c][1,2,5]thiadiazol-5-yl)amino)-8-(2-oxaspiro[3.5]nonane-7-yl)-5,8-dihydropteridine-6,7-dione